COC1=CC(=C(C=C1)C1CC=2C=NN(C(C2CC1)=O)C1=NC=CC=N1)C 6-(4-methoxy-2-methylphenyl)-2-(pyrimidin-2-yl)-5,6,7,8-tetrahydrophthalazin-1(2H)-one